2-{[4-chloro-2-(1,1-dioxido-2,3-dihydro-1,4-benzothiazepin-4(5H)-yl)quinolin-6-yl]oxy}ethanol ClC1=CC(=NC2=CC=C(C=C12)OCCO)N1CCS(C2=C(C1)C=CC=C2)(=O)=O